IN1C(CCC1=O)=O N-iodosuccinic acid imide